(6R)-6-methylamino-17-cyclopropylmethyl-4,5alpha-epoxy-3,14-dihydroxymorphinan CN[C@H]1[C@H]2[C@]34C=5C(=C(C=CC5C[C@H]([C@@]3(CC1)O)N(CC4)CC4CC4)O)O2